N[C@@H](CC(=O)OCC)C1=CC=C(C=C1)OC1=C(C=CC=C1)C ethyl (S)-3-amino-3-(4-(o-tolyloxy)phenyl)propanoate